4-chloro-N-((4R,5S,7R,8R,9S,10R)-8,10-dihydroxy-7-(hydroxymethyl)-9-(4-(3,4,5-trifluorophenyl)-1H-1,2,3-triazol-1-yl)-1,6-dioxaspiro[4.5]decan-4-yl)-1-naphthamide ClC1=CC=C(C2=CC=CC=C12)C(=O)N[C@@H]1CCO[C@]12O[C@@H]([C@@H]([C@@H]([C@H]2O)N2N=NC(=C2)C2=CC(=C(C(=C2)F)F)F)O)CO